4-(2,3-dihydrobenzo[b][1,4]dioxin-6-yl)thiophene-2-formaldehyde O1C2=C(OCC1)C=C(C=C2)C=2C=C(SC2)C=O